CC(C(=O)OC)CC(CC(=O)OC)C 2,4-dimethyladipic acid, dimethyl ester